rac-(3S,4S,5S)-3-(benzyloxycarbonylamino)-5-fluoro-4-hydroxy-piperidine-1-carboxylic acid tert-butyl ester C(C)(C)(C)OC(=O)N1C[C@@H]([C@@H]([C@H](C1)F)O)NC(=O)OCC1=CC=CC=C1 |r|